CN1C(C2=C(C=C1)C=CO2)=O 6-methylfuro[2,3-c]pyridin-7(6H)-one